N-methyl-N-(2-oxo-2-(4-(5-(trifluoromethyl)-1,2,4-oxadiazol-3-yl)phenyl)ethyl)pyrimidine-5-sulfonamide CN(S(=O)(=O)C=1C=NC=NC1)CC(C1=CC=C(C=C1)C1=NOC(=N1)C(F)(F)F)=O